2-((2-(((tert-butoxycarbonyl)(2-(6-methoxy-3-nitropyridin-2-yl)ethyl)amino)methyl)-4-chloro-3-fluorophenyl)amino)-4,5-difluorobenzoic acid C(C)(C)(C)OC(=O)N(CCC1=NC(=CC=C1[N+](=O)[O-])OC)CC1=C(C=CC(=C1F)Cl)NC1=C(C(=O)O)C=C(C(=C1)F)F